C1(CC1)C1=CC=C(OC2=CC=C(C(=O)O)C=C2)C=C1 4-(4-cyclopropyl-phenoxy)-benzoic acid